5-(Oxan-4-yl)-N-[2-(pyridin-3-yl)-[1,3]thiazolo[5,4-c]pyridin-6-yl]-6-[(pyrrolidin-1-yl)methyl]pyridin-2-amine O1CCC(CC1)C=1C=CC(=NC1CN1CCCC1)NC1=CC2=C(C=N1)SC(=N2)C=2C=NC=CC2